C1=CC=CC=2C3=CC=CC=C3C(C12)COC(=O)N[C@@H](COCC[C@@H](C)O)C(=O)O N-(((9H-fluoren-9-yl)methoxy)carbonyl)-O-((R)-3-hydroxybutyl)-L-serine